3,5-diamino-1-methyl-4-(methylamino)pyrazole NC1=NN(C(=C1NC)N)C